2-[1-[4-[4-(cyclobutoxy)-5-fluoro-pyrimidin-2-yl]-2,6-difluoro-phenyl]-4-piperidinyl]acetic acid C1(CCC1)OC1=NC(=NC=C1F)C1=CC(=C(C(=C1)F)N1CCC(CC1)CC(=O)O)F